ClC1=CNC2=CC=C(C=C12)NC1=NC(=NC=C1)NC1=CC=C(C=C1)N1CCN(CC1)CC N4-(3-chloro-1H-indol-5-yl)-N2-(4-(4-ethylpiperazine-1-yl)phenyl)pyrimidine-2,4-diamine